1,2-Bis[(2-pyridyl)tert-butylphosphinomethyl]benzene N1=C(C=CC=C1)C(C1=C(C=CC=C1)C(PC(C)(C)C)C1=NC=CC=C1)PC(C)(C)C